racemic-5-cyclopentyl-pyrazolidine C1(CCCC1)[C@H]1CCNN1 |r|